4,4'-butylidene-bis(6-t-butyl-m-cresol) C(CCC)(C=1C(=CC(=C(C1)C(C)(C)C)O)C)C=1C(=CC(=C(C1)C(C)(C)C)O)C